N-(5-fluoropyridin-2-yl)acetamide hydrobromide salt Br.FC=1C=CC(=NC1)NC(C)=O